6-chloro-3-[5-(2-furyl)-4,5-dihydro-1H-pyrazol-3-yl]-4-phenyl-1H-quinolin-2-one ClC=1C=C2C(=C(C(NC2=CC1)=O)C1=NNC(C1)C=1OC=CC1)C1=CC=CC=C1